2-(benzyloxy)-9-bromothieno[3,2-c][1,2,4]triazolo[1,5-a]pyridine-8-carboxylic acid methyl ester COC(=O)C1=C(C=2C=3N(C=CC2S1)N=C(N3)OCC3=CC=CC=C3)Br